CN(C1=CC=C(C=C1)[N+](=O)[O-])[N+](=O)[O-] N-methyl-N,4-dinitroaniline